OC1=C(C(/C=C/C2=CC(=C(C=C2)O)O)=O)C=CC=C1 2',3,4-Trihydroxychalcone